BrC1=CC=C(C=C1)C(C(=O)OC)(C)C methyl 2-(4-bromophenyl)-2-methyl-propanoate